5-aminopyrimidin NC=1C=NC=NC1